1-((((2R,3S)-3-(((benzyloxy)carbonyl)amino)-4-methoxy-4-oxobutan-2-yl)oxy)methyl)cyclohexanecarboxylic acid C(C1=CC=CC=C1)OC(=O)N[C@@H]([C@@H](C)OCC1(CCCCC1)C(=O)O)C(=O)OC